4-bromo-5-fluoro-6-nitrobenzo[d][1,3]dioxole BrC1=C(C(=CC=2OCOC21)[N+](=O)[O-])F